(E)-3-(2,2-difluorobenzo[d][1,3]dioxol-5-yl)-1-(4-(2-(1-hydroxyethyl)isonicotinoyl)piperazin-1-yl)prop-2-en-1-one FC1(OC2=C(O1)C=CC(=C2)/C=C/C(=O)N2CCN(CC2)C(C2=CC(=NC=C2)C(C)O)=O)F